1-[3-(2-hydroxypropan-2-yl)-5-(trifluoromethyl)phenyl]ethan-1-one OC(C)(C)C=1C=C(C=C(C1)C(F)(F)F)C(C)=O